Tantalum fluoride [F-].[Ta+5].[F-].[F-].[F-].[F-]